2,5-bis[(4-isopropylphenyl)methylidene]cyclopentanone Tert-butyl-(E)-methyl(3-(4,4,5,5-tetramethyl-1,3,2-dioxaborolan-2-yl)allyl)carbamate C(C)(C)(C)OC(N(C\C=C\B1OC(C(O1)(C)C)(C)C)C)=O.C(C)(C)C1=CC=C(C=C1)C=C1C(C(CC1)=CC1=CC=C(C=C1)C(C)C)=O